1-[3-bromo-4-(methoxymethoxy)phenyl]sulfonyl-4-[2-(4-chlorophenyl)ethyl]piperazine BrC=1C=C(C=CC1OCOC)S(=O)(=O)N1CCN(CC1)CCC1=CC=C(C=C1)Cl